1-(9-fluoro-3,5-dihydro-2H-pyrido[3,4-f][1,4]oxazepin-4-yl)-2,2-dimethyl-propan-1-one FC1=CN=CC=2CN(CCOC21)C(C(C)(C)C)=O